FC(C(C1=CC=CC=C1)C(C(=O)N)=C)F (2,2-difluoro-1-phenylethyl)acrylamide